1-(1-(ethylsulfonyl)ethyl)-5-(1H-indol-4-yl)-3-((R)-3-methylmorpholinyl)pyrazin-2(1H)-one C(C)S(=O)(=O)C(C)N1C(C(=NC(=C1)C1=C2C=CNC2=CC=C1)N1[C@@H](COCC1)C)=O